tert-butyl {6-[({[(1-methyl-1H-tetrazol-5-yl)(phenyl)-methylene]amino}oxy)methyl]pyridin-2-yl}carbamate CN1N=NN=C1C(C1=CC=CC=C1)=NOCC1=CC=CC(=N1)NC(OC(C)(C)C)=O